COC(=O)C1=CC=2C3C(N(C2C(=C1)Br)C(C)C)C(CC3)NC(C)=O methyl-3-acetamido-5-bromo-4-isopropyl-1,2,3,3a,4,8b-hexahydrocyclopenta[b]indole-7-carboxylate